F[C@]12[C@H]3CC[C@@]4([C@H](CC[C@H]4[C@@H]3CC[C@@H]2C[C@](CC1)(C)O)C(COC=1C=NC(=NC1)C(F)(F)F)=O)C 1-((3R,5R,8S,9S,10R,13S,14S,17S)-10-Fluoro-3-hydroxy-3,13-dimethylhexadecahydro-1H-cyclopenta[a]phenanthren-17-yl)-2-((2-(trifluoromethyl)pyrimidin-5-yl)oxy)ethan-1-one